(2-oxo-2-(4-(2-oxo-7-(trifluoromethyl)-2,3-dihydro-1H-benzo[d]imidazol-1-yl)piperidin-1-yl)ethyl)quinoline-4-carbonitrile O=C(CC1=NC2=CC=CC=C2C(=C1)C#N)N1CCC(CC1)N1C(NC2=C1C(=CC=C2)C(F)(F)F)=O